tert-butyl (S)-1-methyl-2,8-diazaspiro[4.5]decane-8-carboxylate C[C@@H]1NCCC12CCN(CC2)C(=O)OC(C)(C)C